2-(4-(cyclohexyl-sulfonyl)piperazine-1-carbonyl)anthracene-9,10-dione C1(CCCCC1)S(=O)(=O)N1CCN(CC1)C(=O)C1=CC=2C(C3=CC=CC=C3C(C2C=C1)=O)=O